2-[(2-methoxyacetyl)(2,6-difluoropyridin-4-yl)amino]-N-(2,2-dimethylcyclobutyl)-5-methylthiazole COCC(=O)N(C1SC(=CN1C1C(CC1)(C)C)C)C1=CC(=NC(=C1)F)F